2,4-dimethyl-thiophenol tert-butyl-(R)-3,4-dichloro-1-((S)-3-methylmorpholino)-12-oxo-6a,7,9,10-tetrahydro-12H-pyrazino[2,1-c]pyrido[3,4-f][1,4]oxazepine-8(6H)-carboxylate C(C)(C)(C)[C@H]1OC2=C(C(N3C1CN(CC3)C(=O)O)=O)C(=NC(=C2Cl)Cl)N2[C@H](COCC2)C.CC2=C(C=CC(=C2)C)S